[F-].C(CCC)[NH+]1C(CCC1)CCCC 1,2-dibutylpyrrolidinium fluoride